diketopyrrolopyrroleacrylamide O=C1N=C2C(=C1)N=C(C2=O)C=CC(=O)N